C(C)(C)(C)OC(=O)N(CC(=O)[O-])C1CCOCC1 2-{[(tert-butoxy)carbonyl] (oxan-4-yl)amino}acetate